C1(CCCCC1)[C@@H](C(=O)O)NC(=O)C1=NC=CN=C1 (S)-2-cyclohexyl-2-(pyrazine-2-carboxamido)acetic acid